CC=1NNC(C1C)(C(=O)NC=1C=C2C(=NC1)NC(=C2)C2=CC(=NC=C2)N2CCOCC2)[2H] 3,4-dimethyl-N-(2-(2-morpholinopyridin-4-yl)-1H-pyrrolo[2,3-b]pyridin-5-yl)-1H-pyrazole-5-carboxamide-5-d